O(CC(C(=O)O)=C)CC(C(=O)O)=C 2,2'-(oxydimethylene)diacrylic acid